O=C1C=C2N(C=3N1N=CN3)C(CC2)C(=O)N 5-oxo-5,7,8,9-tetrahydropyrrolo[1,2-c][1,2,4]triazolo[1,5-a]pyrimidine-9-carboxamide